O1C(CCCC1)OCCCCCNC(CCCCCCC(=O)OC)CCCCCCCCCC methyl 8-{[5-(oxan-2-yloxy)pentyl]amino}octadecanoate